C(C)(C)OCCCNC1=NC(=NC2=CC(=C(C=C12)OC)C#CCN1CCCC1)N1CCCC1 N-(3-isopropoxypropyl)-6-methoxy-2-(pyrrolidin-1-yl)-7-(3-(pyrrolidin-1-yl)prop-1-yn-1-yl)quinazolin-4-amine